deoxy-uridine triphosphate P(O)(=O)(OP(=O)(O)OP(=O)(O)O)OC[C@@H]1[C@H](C[C@@H](O1)N1C(=O)NC(=O)C=C1)O